ClC1=C(C=CC=C1C1C(NC(CC1)=O)=O)C1=CC=C(C=C1)CCCN1C(C=CC=C1)=O 3-(2-chloro-4'-(3-(2-oxopyridin-1(2H)-yl)propyl)-[1,1'-biphenyl]-3-yl)piperidine-2,6-dione